3-methyl-propylene oxide CCC1CO1